C1=CC(=CC2=C1C=CC=CC2)C(=O)O 5H-benzo[7]annulene-3-carboxylic acid